COC(=O)C=1C=C2C(C(N(C2=CC1Br)C)=O)C 6-bromo-1,3-dimethyl-2-oxoindoline-5-carboxylic acid methyl ester